C(C)(C)(C)OC([C@H]1N(CCC1)S(=O)(=O)C1=CC=C(C=C1)[N+](=O)[O-])=O ((4-nitrophenyl)sulfonyl)-L-proline tert-butyl ester